5-[[2-(2,6-dioxopiperidin-3-yl)-1,3-dioxo-2,3-dihydro-1H-isoindol-5-yl]oxy]valeraldehyde O=C1NC(CCC1N1C(C2=CC=C(C=C2C1=O)OCCCCC=O)=O)=O